dimethoxyphosphonoacetic acid methyl ester COC(CP(=O)(OOC)OOC)=O